[(1s)-1-(4-chlorophenyl)-3-hydroxypropyl]-1-(7H-pyrrolo[2,3-d]pyrimidin-4-yl)piperidine-4-carboxamide ClC1=CC=C(C=C1)[C@H](CCO)C1N(CCC(C1)C(=O)N)C=1C2=C(N=CN1)NC=C2